tert-Butyl 6-carbamoyl-2,3-dihydropyrrolo[3,2-c]pyridine-1-carboxylate C(N)(=O)C1=CC2=C(C=N1)CCN2C(=O)OC(C)(C)C